5-((6-((tetrahydrofuran-3-yl)oxy)imidazo[1,2-b]pyridazin-3-yl)ethynyl)nicotinamide O1CC(CC1)OC=1C=CC=2N(N1)C(=CN2)C#CC=2C=NC=C(C(=O)N)C2